BrC1=CC=CC=2N(C(N(C21)C)=O)N2C(CCCC2=O)=O (4-bromo-3-methyl-2-oxo-2,3-dihydro-1H-benzo[d]imidazol-1-yl)piperidine-2,6-dione